N1CCCC2=CC(=CC=C12)CC(=O)O 2-(1,2,3,4-tetrahydroquinolin-6-yl)acetic acid